N1=C(N=CC=C1)C1(CC1)NC(=O)[C@@H]1CN(CC[C@H]1NC(=O)C1=NOC(=C1)C1=C(C=C(C=C1)F)F)[C@@H]1[C@@H](CCCC1)O (3R,4R)-4-{[5-(2,4-Difluoro-phenyl)-isoxazole-3-carbonyl]-amino}-1-((1S,2R)-2-hydroxy-cyclohexyl)-piperidine-3-carboxylic acid (1-pyrimidin-2-yl-cyclopropyl)-amide